1,3-bis[1-methyl-1-(4-(2-hydroxyethoxy)phenyl)ethyl]benzene CC(C)(C1=CC=C(C=C1)OCCO)C1=CC(=CC=C1)C(C)(C)C1=CC=C(C=C1)OCCO